OCC1CCN(CC1)C1=NC(=NC(=C1)NCC1=CC=C(C=C1)NS(=O)(=O)C)NC=1SC(=C(N1)C)C(=O)OCC 2-[[4-[4-Hydroxymethyl-1-piperidinyl]-6-[[(4-(methylsulfonylamino)phenyl)methyl]amino]-2-pyrimidinyl]amino]-4-methyl-5-thiazolecarboxylic acid, ethyl ester